5-chloropentan-1-one ClCCCCC=O